dichloromethyl-phenyl isocyanate ClC(Cl)C1=C(C=CC=C1)N=C=O